CC1(OB(OC1(C)C)C=1C=NN(C1)CC#N)C 2-[4-(4,4,5,5-tetramethyl-1,3,2-dioxaborolan-2-yl)pyrazol-1-yl]acetonitrile